4-(3-Nitro-2-(2,2,2-trifluoroethoxy)phenyl)-3,6-dihydro-2H-pyran [N+](=O)([O-])C=1C(=C(C=CC1)C=1CCOCC1)OCC(F)(F)F